CC1(CCNCC1)CC1=CN=C2C(=NC(=NN21)OC(C)CCC)N 7-((4-methylpiperidin-4-yl)methyl)-2-(pent-2-yloxy)imidazo[2,1-f][1,2,4]triazin-4-amine